S1C=CC(=C1)O Thiophene-4-ol